7-((4-(3-Isopropoxyazetidin-1-yl)-2-methylphenyl)amino)-2H-benzo[b][1,4]oxazin-3(4H)-one C(C)(C)OC1CN(C1)C1=CC(=C(C=C1)NC=1C=CC2=C(OCC(N2)=O)C1)C